2-bromo-5-fluoro-3-methoxy-pyridine BrC1=NC=C(C=C1OC)F